C1(CC1)CN1C(=CC2=CC=CC=C12)C1=NC2=C(N1CC=1C=NN(C1)C=1C=NC(=CC1)OC)C(=CC(=C2)C(=O)N2C1CCC(C2)[C@H]1N)OC (7R)-2-{2-[1-(cyclopropylmethyl)-1H-indol-2-yl]-7-methoxy-1-{[1-(6-methoxypyridin-3-yl)-1H-pyrazol-4-yl]methyl}-1H-1,3-benzodiazole-5-carbonyl}-2-azabicyclo[2.2.1]heptan-7-amine